anti-EthAN CC